C(CCC=CCC)[Si](OCC)(OCC)OCC 4-heptenyltriethoxysilane